Cl.CC(C(=O)O)CN1CCCCC1 2-methyl-3-(piperidin-1-yl)propionic acid hydrochloride